(R)-6-(((1-methylcyclobutyl)amino)methyl)-2-(3-(oxetan-3-yl(1H-1,2,3-triazol-1-yl)methyl)phenyl)-4-(trifluoromethyl)isoindolin-1-one CC1(CCC1)NCC1=CC(=C2CN(C(C2=C1)=O)C1=CC(=CC=C1)[C@H](N1N=NC=C1)C1COC1)C(F)(F)F